BrCC(=O)N1CCC(=CC1)C1=C2C(=NC(=C1)NC(=O)C1CC1)NC=C2 N-(4-(1-(2-bromoacetyl)-1,2,3,6-tetrahydropyridin-4-yl)-1H-pyrrolo[2,3-b]pyridin-6-yl)cyclopropylcarboxamide